CC1=CC=C(C=C1)S(=O)(=O)OCCOCCN=[N+]=[N-] 2-(2-azidoethoxy)ethyl 4-methylbenzenesulfonate